C1=CC=CC=2C3=CC=CC=C3C(C12)COC(=O)N[C@H](C(=O)O)CC1=CC(=NC=C1)C(=O)OC(C)(C)C (S)-2-((((9H-fluoren-9-yl)methoxy)carbonyl)amino)-3-(2-(tert-butoxycarbonyl)pyridin-4-yl)propanoic acid